O(C1=CC=CC=C1)C1=CC=C(C=C1)C(=O)C1CC1 cyclopropyl (4-phenoxyphenyl) ketone